NC1=NN2C(N=CC=C2)=C1C(=O)N[C@@H](C)C=1N(C(C2=C(C=CC=C2C1)C#CC=1C=NN(C1)C)=O)C1=CC=CC=C1 ((S)-2-Amino-N-(1-(8-((1-methyl-1H-pyrazol-4-yl)ethynyl)-1-oxo-2-phenyl-1,2-dihydroisoquinolin-3-yl)ethyl)pyrazolo[1,5-a]pyrimidine-3-carboxamide)